1-(2-cyclopropylphenoxy)-N-((3s,4s)-3-fluoropiperidin-4-yl)cyclopropane-1-carboxamide C1(CC1)C1=C(OC2(CC2)C(=O)N[C@@H]2[C@H](CNCC2)F)C=CC=C1